2,5-dichloro-7-(3-methylbutan-2-yl)pyrrolo[2,1-f][1,2,4]triazine ClC1=NN2C(C=N1)=C(C=C2C(C)C(C)C)Cl